C(CCC)C1=CC=C(C=C1)NC1=CC=C(C=N1)C1=NOC(=N1)[C@H]1CN(CC1)C(=O)OC(C)(C)C tert-butyl (R)-3-(3-(6-((4-butylphenyl)amino)pyridin-3-yl)-1,2,4-oxadiazol-5-yl)pyrrolidine-1-carboxylate